FC1=C(C=CC=C1C[C@@H]1N(CC2(CC2)[C@@H]1NS(=O)(=O)C)C(=O)OC(C)(C)C)C1=CC=CC=C1 tert-butyl (6S,7S)-6-((2-fluoro-[1,1'-biphenyl]-3-yl)methyl)-7-(methylsulfonamido)-5-azaspiro[2.4]heptane-5-carboxylate